2-[3-(4-methoxyphenyl)-2-methyl-2-propylamino]ethanol COC1=CC=C(C=C1)CC(C)(C)NCCO